C1(CCC1)CCC(=O)N1CCC(CC1)(O)CN1CN=C(C=C1)C1=C(C=CC=C1)F 3-((1-(3-Cyclobutylpropanoyl)-4-hydroxypiperidin-4-yl)methyl)-6-(2-fluorophenyl)pyrimidin